(5-ethyl-pyrimidin-2-yl)-amine C(C)C=1C=NC(=NC1)N